10-((1,1-dioxotetrahydro-2H-thiopyran-4-yl)oxy)undecanamide O=S1(CCC(CC1)OC(CCCCCCCCC(=O)N)C)=O